CC1=NC=2C(=NC=C(C2)C=2C=C3C(=NC=NC3=CC2)NC(C)C2=CC=CC=C2)N1 6-(2-methyl-3H-imidazo[4,5-b]pyridin-6-yl)-N-(1-phenylethyl)quinazolin-4-amine